4-(2,6-diazaspiro[3.3]heptan-2-ylmethyl)-2,5-dimethyl-thiazole C1N(CC12CNC2)CC=2N=C(SC2C)C